[I-].[Li+] Lithium Iodid